4-[4-cyano-2-({[(2'R,4S)-6-(2-pyridinylcarbamoyl)-2,3-dihydrospiro[chromene-4,1'-cyclopropan]-2'-yl]carbonyl}amino)phenyl]butanoic acid C(#N)C1=CC(=C(C=C1)CCCC(=O)O)NC(=O)[C@H]1[C@]2(C1)CCOC1=CC=C(C=C12)C(NC1=NC=CC=C1)=O